FC(C(=O)O)(C(C(OC(F)(F)F)(F)F)(F)F)F Perfluoro-4-methoxybutanoic acid